C(C(C)C)(=O)N1[C@@H](CN(CC1)C1=CC(=CC=2N(C(N(C21)C)=O)C=2SC(=NN2)C(F)F)S(=O)(=O)NC2(COC2)C)C 4-[(R)-4-isobutyryl-3-methyl-1-piperazinyl]-1-[5-(difluoromethyl)-1,3,4-thiadiazol-2-yl]-3-methyl-6-(3-methyl-3-oxetanylaminosulfonyl)-1,3-dihydro-1,3-benzimidazol-2-one